N1(C(CN(CC1)C(=O)O)C(=O)O)C(=O)O piperazine-1,2,4-tricarboxylic acid